(R)-2-(1-(4-chlorophenyl)cyclopropyl)-6-(2-(4-isobutylphenyl)propionyl)-5,6,7,8-tetrahydropyrido[4,3-d]pyrimidin-4(3H)-one ClC1=CC=C(C=C1)C1(CC1)C=1NC(C2=C(N1)CCN(C2)C([C@H](C)C2=CC=C(C=C2)CC(C)C)=O)=O